FC(N1C2C3CCNC(CCC(C(C(CNC2CN1)C)[2H])[2H])C3)F 3-(difluoromethyl)-9-methyl-(10,11-2H2)-3,4,7,15-tetraazatricyclo[12.3.1.02,6]Octadecan